N-[(1R)-1-[[(2-fluoroacetyl)-[(2-oxo-pyrrolidin-3-yl)methyl]amino]carbamoyl]-3-methyl-butyl]-1H-indole-2-carboxamide FCC(=O)N(CC1C(NCC1)=O)NC(=O)[C@@H](CC(C)C)NC(=O)C=1NC2=CC=CC=C2C1